OCCC(C)N1N=C2C=C(C=CC2=C1C1CCN(CC1)C(C=C)=O)C1=C(C=CC=C1)C 1-(4-(2-(4-hydroxybut-2-yl)-6-(o-tolyl)-2H-indazol-3-yl)piperidin-1-yl)prop-2-en-1-one